NC1=C(C=C(C(=O)OC)C=C1)NC1COCC1(C)C methyl 4-amino-3-((4,4-dimethyltetrahydrofuran-3-yl)amino)benzoate